C(C)OCC1(CN(CC1)CC1=CC=C(C=C1)NC1=NC=CC=N1)CCC1=CC=CC=C1 N-(4-((3-(ethoxymethyl)-3-phenethylpyrrolidin-1-yl)methyl)phenyl)pyrimidin-2-amine